ethylenebis(oxyethylene) bis(3-(5-tert-butyl-4-hydroxy-m-tolyl)-propionate) C(C)(C)(C)C=1C(=C(C=C(C1)C)CCC(=O)OCCOCCOCCOC(CCC=1C=C(C=C(C1O)C(C)(C)C)C)=O)O